ClC1=NC(=CC(=C1)C(F)(F)F)Cl 2,6-dichloro-4-(trifluoromethyl)pyridine